C(C)(C)(C)NCC=C(C(=O)N)C t-butylaminomethyl-methacrylamid